(S)-benzenesulfonic acid 1-(2-benzyloxy-3-methoxyphenyl)-2,2,2-trichloroethyl ester C(C1=CC=CC=C1)OC1=C(C=CC=C1OC)[C@@H](C(Cl)(Cl)Cl)OS(=O)(=O)C1=CC=CC=C1